C(OC(C)C)(OOOOC(OC(C)C)=O)=O diisopropyl perOxy dicarbonate